C(C1=CC=CC=C1)(=O)OCCN1CCN(CC1)S(=O)(=O)C1=C(C=CC=C1Cl)Cl [4-(2,6-dichlorobenzenesulfonyl)-1-piperazinyl]Ethyl benzoate